tert-Butyl-2-[6-{[(2S)-2-(benzyloxycarbonylamino)-3,3-dicyclopropyl-propanoyl]amino}-5-(tert-butoxycarbonylamino)pyridin-2-yl]-4-(difluoromethyl)-4-hydroxypiperidine-1-carboxylate C(C)(C)(C)OC(=O)N1C(CC(CC1)(O)C(F)F)C1=NC(=C(C=C1)NC(=O)OC(C)(C)C)NC([C@H](C(C1CC1)C1CC1)NC(=O)OCC1=CC=CC=C1)=O